ClC1=NC=C(C(=N1)C1=CC(=CC=C1)C1CC1)F 2-chloro-4-(3-cyclopropylphenyl)-5-fluoro-pyrimidine